6-(2-chloro-5-fluoro-4-nitrophenoxy)-3-methyl-3H-imidazo[4,5-b]pyridine ClC1=C(OC=2C=C3C(=NC2)N(C=N3)C)C=C(C(=C1)[N+](=O)[O-])F